2-butoxy-4-(2-furyl)-6-[[3-(trifluoromethyl)phenyl]methylamino]pyrimidine-5-carbonitrile C(CCC)OC1=NC(=C(C(=N1)C=1OC=CC1)C#N)NCC1=CC(=CC=C1)C(F)(F)F